N1-(5-(4-(1H-imidazol-1-yl)phenyl)-1H-pyrazol-3-yl)-2-methyl-N4-(trifluoromethyl)benzene-1,4-diamine N1(C=NC=C1)C1=CC=C(C=C1)C1=CC(=NN1)NC1=C(C=C(C=C1)NC(F)(F)F)C